O=[V-](OC)(OC)OC oxotris(methoxy)vanadium (IV)